FC(CN1N=NC2=C1C=C(C=C2)C=2C(=CN1N=C(N=C(C12)OC)NC1CCC(CC1)(O)C)F)F (1r,4r)-4-((5-(1-(2,2-difluoroethyl)-1H-benzo[d][1,2,3]triazol-6-yl)-6-fluoro-4-methoxypyrrolo[2,1-f][1,2,4]triazin-2-yl)amino)-1-methylcyclohexan-1-ol